methyl 6-((4-(tert-butoxycarbonyl)phenyl)(16-((6-(methoxycarbonyl)pyridin-2-yl)methyl)-1,4,10,13-tetraoxa-7,16-diazacyclooctadecan-7-yl)methyl)picolinate C(C)(C)(C)OC(=O)C1=CC=C(C=C1)C(C1=CC=CC(=N1)C(=O)OC)N1CCOCCOCCN(CCOCCOCC1)CC1=NC(=CC=C1)C(=O)OC